C(C=C)(=O)OCCCCCC[Si](OCC)(OCC)C acryloyloxyhexyl-methyl-diethoxysilane